C(C)OC(=O)C=1C=2C(C=C(NC2C=CC1)C1=CC=CC=C1)=O ethyl-4-oxo-2-phenyl-1,4-dihydroquinoline-5-carboxylate